4-(5-methyl-2-((1-methyl-1H-pyrazol-5-yl)amino)pyrimidin-4-yl)-N-(2-(pyridin-3-yl)ethyl)oxazole-2-carboxamide CC=1C(=NC(=NC1)NC1=CC=NN1C)C=1N=C(OC1)C(=O)NCCC=1C=NC=CC1